BrC1=CC2=C(C=C1)C1(NC(N(C1)C)=O)CO2 6-bromo-1'-methyl-spiro[2H-benzofuran-3,4'-imidazolidine]-2'-one